butyl 6-hydroxy-2-azaspiro[3.3]heptane-2-carboxylate OC1CC2(CN(C2)C(=O)OCCCC)C1